N1C=NC2=C1C=CC(=C2)CNC2=C(C=CC=C2)C2=CC=C(C=C2)OCCC N-(1H-1,3-benzodiazol-5-ylmethyl)-2-(4-propoxyphenyl)aniline